3-bromo-5-(pyrrolidin-2-yl)pyridine BrC=1C=NC=C(C1)C1NCCC1